ClC1=CC=C(NCC=2N=NN(C2)[C@H](C(=O)N2[C@@H](C[C@H](C2)O)C(=O)NC)C(C)(C)C)C=C1 (2S,4r)-1-[(2S)-2-[4-[(4-chloroanilino)methyl]triazol-1-yl]-3,3-dimethyl-butyryl]-4-hydroxy-N-methyl-pyrrolidine-2-carboxamide